(4-Benzofuran-2-yl-phenyl)-(4-benzothiazol-2-yl-phenyl)-(4'-naphthalen-1-yl-biphenyl-4-yl)amine O1C(=CC2=C1C=CC=C2)C2=CC=C(C=C2)N(C2=CC=C(C=C2)C2=CC=C(C=C2)C2=CC=CC1=CC=CC=C21)C2=CC=C(C=C2)C=2SC1=C(N2)C=CC=C1